FC1=C(CN2CCC(CC2)COC=2C=C(C=NC2)N)C=CC=C1 5-((1-(2-Fluorobenzyl)piperidin-4-yl)methoxy)pyridin-3-amine